CC1(CC1)CO 1-((methyl)cyclopropyl)methyl alcohol